tert-butyl (2-(7-bromo-4-oxoquinazolin-3(4H)-yl)-2-(3-chlorophenyl)ethyl)carbamate BrC1=CC=C2C(N(C=NC2=C1)C(CNC(OC(C)(C)C)=O)C1=CC(=CC=C1)Cl)=O